NC1=C2C(=NC=N1)N(N=C2C2=CC=C(C=C2)OC2=CC=CC=C2)[C@@H]2[C@H](CN(CC2)CC=2C=C1CN(C(C1=C(C2)F)=O)C2C(NC(CC2)=O)=O)F 3-(5-(((3S,4S)-4-(4-amino-3-(4-phenoxyphenyl)-1H-pyrazolo[3,4-d]pyrimidin-1-yl)-3-fluoropiperidin-1-yl)methyl)-7-fluoro-1-oxoisoindolin-2-yl)piperidine-2,6-dione